C(C)(C)(C)OC(=O)N1[C@H]2[C@H](N(C[C@@H]1CC2)CC2=CC=C(C=C2)OC)COS(=O)(=O)C (1R,2S,5S)-3-(4-methoxybenzyl)-2-((methylsulfonyloxy)methyl)-3,8-diazabicyclo[3.2.1]octane-8-carboxylic acid tert-butyl ester